2-Hydroxy-2H-1,4-benzoxazol-3-one OC1OC2=C(C1=O)N=CC=C2